1-[(3S)-3-(5-chloro-3-fluoropyridin-2-yl)-1,2-oxazolidin-2-yl]-2,2-dimethylpropan-1-one ClC=1C=C(C(=NC1)[C@H]1N(OCC1)C(C(C)(C)C)=O)F